C1(=CC=CC=C1)N1C(C(=CC1=O)C1N(CCOC1)C1=CC=C(C=C1)C)=O 1-Phenyl-3-(4-(p-tolyl)morpholin-3-yl)-1H-pyrrole-2,5-dione